CN1N=CC2=CC=C(C=C12)C=1C2=C(NN1)C1=C(C2)SC(=C1)C=1C=NC(=NC1)N 5-(3-(1-methyl-1H-indazol-6-yl)-1,4-dihydrothieno[2',3':4,5]cyclopenta[1,2-c]pyrazol-6-yl)pyrimidin-2-amine